C1(CCCCC1)SN1C(C=2C(C1=O)=CC=CC2)=O N-(Cyclohexylthio)phthalimide